tert-Butyl-(5S)-2-(3-bromobenzyl)-3-oxo-2,3,5,6,7,8-hexahydro[1,2,4]triazolo[4,3-a]pyridine-5-carboxylate C(C)(C)(C)OC(=O)[C@@H]1CCCC=2N1C(N(N2)CC2=CC(=CC=C2)Br)=O